(R)-3-amino-3-(4-(2-(2-(difluoromethyl)azetidin-1-yl)-7,7-difluoro-6,7-dihydro-5H-cyclopenta[d]pyrimidin-4-yl)phenyl)thietane 1,1-dioxide NC1(CS(C1)(=O)=O)C1=CC=C(C=C1)C=1C2=C(N=C(N1)N1[C@H](CC1)C(F)F)C(CC2)(F)F